4-chloro-1,6-dimethyl-pyrazolo[3,4-b]Pyridine ClC1=C2C(=NC(=C1)C)N(N=C2)C